FC(CP(OC1=CC=CC=C1)(OC1=CC=CC=C1)=O)(F)F diphenyl (2,2,2-trifluoroethyl)phosphonate